Cl.CCCCCCC Heptane HCl salt